2-[4-[4-[1-(2,6-Dioxo-3-piperidyl)-3-methyl-2-oxo-benzimidazol-5-yl]butoxy]butylamino]acetic Acid O=C1NC(CCC1N1C(N(C2=C1C=CC(=C2)CCCCOCCCCNCC(=O)O)C)=O)=O